(S)-3-(3-((2R,3R)-2-(benzo[b]thiophen-2-yl)-4,4,4-trifluoro-3-methylbutanylamino)-4-Chlorophenyl)-3-cyclopropylpropionic acid S1C2=C(C=C1[C@@H](CNC=1C=C(C=CC1Cl)[C@@H](CC(=O)O)C1CC1)[C@H](C(F)(F)F)C)C=CC=C2